C1(=CC=CC=C1)C1=CC2=C(NN=N2)C=C1 5-phenyl-benzotriazole